CN1C(=CC=C1)CN(CC1=CC=C(C=C1)CNCC1=NC=CC=C1)C1CCCC=2C=CC=NC12 N-(1-methylpyrrol-2-ylmethyl)-N'-(2-pyridinylmethyl)-N-(5,6,7,8-tetrahydro-8-quinolinyl)-1,4-benzenedimethanamine